tert-butyl ((6-chloro-4-(methylthio)-2-oxo-1,2-dihydropyridin-3-yl)methyl)carbamate ClC1=CC(=C(C(N1)=O)CNC(OC(C)(C)C)=O)SC